ClC=1C=C(C=CC1F)NC(N(CCCOC)CC1=CN=C(C2=CC=CC=C12)OC)=O (S)-3-(3-chloro-4-fluorophenyl)-1-((1-methoxyisoquinolin-4-yl)methyl)-1-(3-methoxypropyl)urea